6-Ethyl-2-benzothiazolinthion C(C)C1=CC2=C(NC(S2)=S)C=C1